CN(C)C(=N)N=C(N)N dimethylBiguanide